COC1=C(C=CC=C1)N1C(=NN=C1)C1=CC=CC=N1 6-(4-(2-methoxyphenyl)-4H-1,2,4-triazol-3-yl)pyridine